The molecule is a dicarboxylic acid anion obtained by deprotonation of both carboxy groups of gibberellin A15 (diacid form). It is a dicarboxylic acid dianion and a gibberellin carboxylic acid anion. It is a conjugate base of a gibberellin A15 (diacid form). C[C@]1(CCC[C@@]2([C@@H]1[C@@H]([C@]34[C@H]2CC[C@H](C3)C(=C)C4)C(=O)[O-])CO)C(=O)[O-]